(R)-6-(2-amino-3-(methoxy-d3)propyl)-2,7-dichloro-N-(thiophen-2-ylmethyl)pyrrolo[2,1-f][1,2,4]triazin-4-amine N[C@H](CC=1C=C2C(=NC(=NN2C1Cl)Cl)NCC=1SC=CC1)COC([2H])([2H])[2H]